isopropylidenebis[p-phenoxycarbonyl-(m-phenylene)]bismaleimide C(C)(C)(C1=CC(=C(C=C1)C(=O)OC1=CC=CC=C1)C=1C(=O)NC(C1)=O)C1=CC(=C(C=C1)C(=O)OC1=CC=CC=C1)C=1C(=O)NC(C1)=O